C(#N)C=1C=C(C=CC1)[C@@H]1N(OCC1)C1=CC(=NC=N1)NC=1C(=CC(=C(C1)NC(C=C)=O)N1CCC(CC1)N1[C@@H](COCC1)C)OC N-(5-((6-((R)-3-(3-cyanophenyl)isoxazolidine-2-yl)pyrimidine-4-yl)amino)-4-methoxy-2-(4-((R)-3-methylmorpholino)piperidine-1-yl)phenyl)acrylamide